8-(3-(trifluoromethyl)phenoxy)-1,2,3,4-Tetrahydroquinolin-2-one FC(C=1C=C(OC=2C=CC=C3CCC(NC23)=O)C=CC1)(F)F